2-(4-hydroxyphenyl)-5-carboxybenzimidazole OC1=CC=C(C=C1)C=1NC2=C(N1)C=CC(=C2)C(=O)O